(S)-8-((tert-Butoxycarbonyl)amino)-2-hydroxy-2,3-dihydro-1H-indolizin-4-ium chloride [Cl-].C(C)(C)(C)OC(=O)NC=1C=CC=[N+]2C[C@H](CC12)O